C(C)C=1C=C(N=NC1C1=CC=C2C(=CNC2=C1)F)N[C@H]1CN(CCC1)CC D-5-Ethyl-N-[(3R)-1-ethyl-3-piperidinyl]-6-(3-fluoro-1H-indol-6-yl)pyridazin-3-amine